Cl.C1(CCCC2CCCCC12)C1CCNCC1 4-(decalin-1-yl)piperidine hydrochloride